C12N(CC(NC1)CC2)C=2C1=C(N=C(N2)OCC2(CC2)CN2CCCC2)C(N(CC1)C1=C(C(=CC(=C1)O)Cl)C(F)(F)F)=O 4-(2,5-Diazabicyclo[2.2.2]octan-2-yl)-7-(3-chloro-5-hydroxy-2-(trifluoromethyl)phenyl)-2-((1-(pyrrolidin-1-ylmethyl)cyclopropyl)methoxy)-6,7-dihydropyrido[3,4-d]pyrimidin-8(5H)-one